2-(methylamino)-1-(4-(5-(trifluoromethyl)pyrimidin-2-yl)piperazin-1-yl)ethan-1-one CNCC(=O)N1CCN(CC1)C1=NC=C(C=N1)C(F)(F)F